CC1=C(C=CC=C1COC=1C=CC(=C2CCCC12)CN[C@@H](C)C(=O)O)C1=CC=CC=C1 ((7-((2-methyl-[1,1'-biphenyl]-3-yl)methoxy)-2,3-dihydro-1H-inden-4-yl)methyl)alanine